5,8-dibenzyl-2,5,8-triazaspiro[3.5]nonane C(C1=CC=CC=C1)N1C2(CNC2)CN(CC1)CC1=CC=CC=C1